diphenyl stearyl phosphite diphenylstearyl-dithiophosphate C1(=CC=CC=C1)C(CCCCCCCCCCCCCCCCCSP(=S)(O)O)C1=CC=CC=C1.P(OC1=CC=CC=C1)(OC1=CC=CC=C1)OCCCCCCCCCCCCCCCCCC